N-ethyl-N'-methyl-N,N'-diphenyl-urea C(C)N(C(=O)N(C1=CC=CC=C1)C)C1=CC=CC=C1